N-(6,7-dihydro-5H-cyclopenta[d]pyrimidin-2-yl)-4-(methylsulfonyl)-2-(6-azaspiro[2.5]octan-6-yl)benzamide N1=C(N=CC2=C1CCC2)NC(C2=C(C=C(C=C2)S(=O)(=O)C)N2CCC1(CC1)CC2)=O